N[C@H]1CN(CCC1)C1=CC(=C(C=C1[N+](=O)[O-])NC1=NC=CC(=N1)C1=CN(C2=CC=CC=C12)C)OC (R)-N-[4-(3-aminopiperidin-1-yl)-2-methoxy-5-nitrophenyl]-4-(1-methyl-1H-indol-3-yl)pyrimidin-2-amine